C[C@H]1N([C@H](CN(C1)CC1=CC(=NC(=C1)C(F)(F)F)N1C(C2=CC(=CC=C2C1)C1(COC1)CC1=NN=CN1C)=O)C)C(=O)OC(C)(C)C tert-Butyl (2R,6S)-2,6-dimethyl-4-((2-(6-(3-((4-methyl-4H-1,2,4-triazol-3-yl)methyl)oxetan-3-yl)-1-oxoisoindolin-2-yl)-6-(trifluoromethyl)pyridin-4-yl)methyl)-piperazine-1-carboxylate